OCCC1C(=NNC1=O)C 4-(2-hydroxyethyl)-3-Methyl-1H-pyrazole-5(4H)-one